3,4-dihydro-1H-pyrano[4,3-c]pyridine-4-ol C1OCC(C=2C=NC=CC21)O